6-bromo-2-chloropyrido[2,3-d]pyrimidin-4-amine BrC1=CC2=C(N=C(N=C2N)Cl)N=C1